(S)-5-(4-((8-((2R,3S)-3-hydroxy-2-methylazetidin-1-yl)-5-isopropyl-2,7-naphthyridin-3-yl)amino)pyrimidin-2-yl)-5-azaspiro[2.5]octan-8-ol O[C@@H]1[C@H](N(C1)C=1N=CC(=C2C=C(N=CC12)NC1=NC(=NC=C1)N1CC2(CC2)[C@H](CC1)O)C(C)C)C